5-chloro-2-[(dimethylamino)methyl]-7,8-dihydro-6H-spiro[[1,3]oxazolo[5,4-f]quinazoline-9,1'-cyclohexan]-7-one ClC=1C=C2C(=C3C1NC(NC31CCCCC1)=O)OC(=N2)CN(C)C